C(C)(C)(C)OC(=O)N(C1C(C1)C1=CC=CC=C1)CC1CCN(CC1)S(=O)(=O)C1=CC=C(C(=O)O)C=C1 4-((4-(((tert-butoxycarbonyl)(2-phenylcyclopropyl)amino)methyl)piperidin-1-yl)sulfonyl)benzoic Acid